COC(=O)[C@@H]1O[C@]([C@H]([C@H]1C1=C(C(=C(C=C1)F)F)O)C)(C(F)(F)F)C |r| rac-(2r,3s,4s,5r)-3-(3,4-difluoro-2-hydroxy-phenyl)-4,5-dimethyl-5-(trifluoromethyl)tetrahydrofuran-2-carboxylic acid methyl ester